CC=CC(=O)OCCC[Si](OC)(OC)OC 3-(methyl)acryloxypropyl-trimethoxysilane